4-(3-azidopropyl)morpholine N(=[N+]=[N-])CCCN1CCOCC1